(S)-ethyl 3-methyl-2-(2-(3-(1-(2-morpholinoethyl)-5-(pentan-3-ylcarbamoyl)-1H-pyrazol-3-yl)phenyl)oxazole-5-carboxamido)butanoate CC([C@@H](C(=O)OCC)NC(=O)C1=CN=C(O1)C1=CC(=CC=C1)C1=NN(C(=C1)C(NC(CC)CC)=O)CCN1CCOCC1)C